(S)-3-(2-(difluoromethoxy)phenyl)-7-fluoro-6-(2-(2-hydroxypropan-2-yl)pyrimidin-5-yl)-2,3-dihydropyrazolo[1,2-a]indazol-9(1H)-one FC(OC1=C(C=CC=C1)[C@@H]1CCN2N1C=1C=C(C(=CC1C2=O)F)C=2C=NC(=NC2)C(C)(C)O)F